CC1=CC=C(C(=O)OC2=CC(=CC(=C2)C=NC=2C=NC=CC2)Cl)C=C1 3-chloro-5-((pyridin-3-ylimino)meth-yl)phenyl 4-methyl-benzoate